(S)-(6-o-tolyl-3-(3-(5-(trifluoromethyl)pyridin-2-yloxy)pyrrolidin-1-yl)pyridin-2-yl)methanol C1(=C(C=CC=C1)C1=CC=C(C(=N1)CO)N1C[C@H](CC1)OC1=NC=C(C=C1)C(F)(F)F)C